(2,5-dioxopyrrolidin-1-yl)prop-2-enyl carbonate C(OCC=CN1C(CCC1=O)=O)([O-])=O